NC(CC(=O)NC1=C(C=C(C=C1)S(=O)(=O)NC1=CN=CS1)F)=N 5-[[4-[(3-Amino-3-imino-propanoyl)amino]-3-fluorophenyl]sulfonylamino]thiazol